C(C)(C)(C)OC(N[C@@H](CC1=CC=C(C=C1)[N+](=O)[O-])C(CBr)=O)=O (S)-(4-bromo-1-(4-nitrophenyl)-3-oxobutan-2-yl)-carbamic acid tert-butyl ester